benzyl N2-((((9H-fluoren-9-yl)methoxy)carbonyl)glycyl)-N6-(tert-butoxycarbonyl)-L-lysinate C1=CC=CC=2C3=CC=CC=C3C(C12)COC(=O)NCC(=O)N[C@@H](CCCCNC(=O)OC(C)(C)C)C(=O)OCC1=CC=CC=C1